C(C)(C)N(C(=O)OCC)C(C1=CC=C(C=C1)Cl)OC(C1=CC=CC=C1)=O ((isopropyl(ethoxycarbonyl)amino)(4-chlorophenyl)methyl)benzoate